ClC1=C(C=CC=C1C1N(CCC2=C1SC(=N2)C(=O)N)CCO)C2=C(C(=CC=C2)C2N(CCC1=C2SC(=N1)C(=O)N)CCO)Cl (2,2'-dichloro-[1,1'-biphenyl]-3,3'-diyl)bis(5-(2-hydroxyethyl)-4,5,6,7-tetrahydrothiazolo[5,4-c]pyridine-2-carboxamide)